azidoacetate N(=[N+]=[N-])CC(=O)[O-]